6-fluoro-N-(2-fluorophenyl)-4-[3-(trifluoromethyl)-7,8-dihydro-5H-1,6-naphthyridin-6-yl]quinazolin-2-amine FC=1C=C2C(=NC(=NC2=CC1)NC1=C(C=CC=C1)F)N1CC=2C=C(C=NC2CC1)C(F)(F)F